(R)-1-(1-(4-(3-fluorobicyclo[1.1.1]pentane-1-carboxamido)cyclohexyl)ethyl)-2-methyl-N-((6-methyl-4-(methylthio)-2-oxo-1,2-dihydropyridin-3-yl)methyl)-1H-indole-3-carboxamide FC12CC(C1)(C2)C(=O)NC2CCC(CC2)[C@@H](C)N2C(=C(C1=CC=CC=C21)C(=O)NCC=2C(NC(=CC2SC)C)=O)C